S(=O)(=O)(O)O.C(CCCCCCCCCCCCCCCCCCC)OCCCCCCCCCCCCCCCCCCCC eicosyl ether sulfate